{3-methylimidazo[1,2-a]pyridin-6-yl}imidazo[1,2-a]pyrazine-2-carboxamide CC1=CN=C2N1C=C(C=C2)C2=C(N=C1N2C=CN=C1)C(=O)N